ethyl 2,4-dimethyl-3-pyrrolidinecarboxylate CC1NCC(C1C(=O)OCC)C